4-iodo-2-methoxy-5-(trifluoromethyl)pyridin IC1=CC(=NC=C1C(F)(F)F)OC